(S or R)-1-(2-(4-(bicyclo[1.1.1]pentan-1-yl)phenyl)-5-(7-bromo-1H-benzo[d]imidazole-4-carbonyl)-2,3,4,5,5a,6,8,9-octahydro-7H-1,2,5,7-tetraazabenzo[cd]azulen-7-yl)prop-2-en-1-one C12(CC(C1)C2)C2=CC=C(C=C2)N2N=C1CCN(C[C@@H]3C1=C2CCN3C(=O)C3=CC=C(C=2NC=NC23)Br)C(C=C)=O |o1:18|